4-(4-((1,3-dimethyl-1H-indazol-6-yl)oxy)pyridin-2-yl)-2-methyl-N-((1S,4S,5S)-2-methyl-2-azabicyclo[2.2.1]heptan-5-yl)benzamide CN1N=C(C2=CC=C(C=C12)OC1=CC(=NC=C1)C1=CC(=C(C(=O)N[C@@H]2[C@@H]3CN([C@H](C2)C3)C)C=C1)C)C